C(C1=CC=CC=C1)C1=NC(=NN1)C(=O)N[C@@H]1C(N(C2=C(OC1)C=CC(=C2)CCC(NC2=CC=C1C=CC=NC1=C2)=O)C)=O (S)-5-benzyl-N-(5-methyl-4-oxo-7-(3-oxo-3-(quinolin-7-ylamino)propyl)-2,3,4,5-tetrahydrobenzo[b][1,4]oxazepin-3-yl)-1H-1,2,4-triazole-3-carboxamide